pentaene-4-carbaldehyde C=CCC(C)C=O